4-methoxy-N-(2-(1-methyl-1H-pyrrol-2-yl)ethyl)aniline COC1=CC=C(NCCC=2N(C=CC2)C)C=C1